CC1(C2N(C3=CC=CC=C13)C1=C(O2)CCC=C1)C 8,9-dihydro-11,11-dimethylbenzooxazolo[3,2-a]indol